(3-cyanophenyl)-N-(3-(phenyl((pyridin-3-ylmethyl)amino)methyl)phenyl)-3-(trifluoromethyl)-1H-pyrazole-5-carboxamide C(#N)C=1C=C(C=CC1)N1N=C(C=C1C(=O)NC1=CC(=CC=C1)C(NCC=1C=NC=CC1)C1=CC=CC=C1)C(F)(F)F